tert-Butyl 4-[4-[2-chloro-4-[[3-[4-(difluoromethoxy)-2,3-difluoro-phenyl]imidazo[1,2-a]pyrazin-8-yl]amino]benzoyl]piperazine-1-carbonyl]piperidine-1-carboxylate ClC1=C(C(=O)N2CCN(CC2)C(=O)C2CCN(CC2)C(=O)OC(C)(C)C)C=CC(=C1)NC=1C=2N(C=CN1)C(=CN2)C2=C(C(=C(C=C2)OC(F)F)F)F